2-chloro-4-(1-ethyl-5-fluoro-1H-indol-3-yl)-7-tosyl-7H-pyrrolo[2,3-d]pyrimidine ClC=1N=C(C2=C(N1)N(C=C2)S(=O)(=O)C2=CC=C(C)C=C2)C2=CN(C1=CC=C(C=C21)F)CC